4-(2-(3-carbamoyl-1H-indazol-1-yl)-N-(2-((3-chloro-2-fluorophenylmethyl)amino)-2-oxoethyl)acetamido)piperidine-1-carboxylic acid tert-butyl ester C(C)(C)(C)OC(=O)N1CCC(CC1)N(C(CN1N=C(C2=CC=CC=C12)C(N)=O)=O)CC(=O)NCC1=C(C(=CC=C1)Cl)F